FC=1C(=C(C=C(C1)CN1CCCC1)C(C(=O)O)N1C[C@@H](CC1)OCCCCCC1=NC=2NCCCC2C=C1)OC 2-(3-fluoro-2-methoxy-5-(pyrrolidin-1-ylmethyl)phenyl)-2-((R)-3-((5-(5,6,7,8-tetrahydro-1,8-naphthyridin-2-yl)pentyl)oxy)pyrrolidin-1-yl)acetic acid